FC(C=1N=CC=2N(C1)C(=CN2)C2=NC=CC(=N2)N2C[C@@H](CCC2)CO)F (R)-(1-(2-(6-(Difluoromethyl)imidazo[1,2-a]pyrazin-3-yl)pyrimidin-4-yl)piperidin-3-yl)methanol